benzyl (2R)-2-{[(2S)-1-({(1S)-1-cyano-2-[(3S)-2-oxopiperidin-3-yl]ethyl}amino)-4,4-dimethyl-1-oxopentan-2-yl]carbamoyl}-2,3-dihydro-1H-indole-1-carboxylate C(#N)[C@H](C[C@H]1C(NCCC1)=O)NC([C@H](CC(C)(C)C)NC(=O)[C@@H]1N(C2=CC=CC=C2C1)C(=O)OCC1=CC=CC=C1)=O